COC=1C(=C2C=CNC2=C(C1)C)CN1[C@@H](C[C@@H](CC1)C)C1=CC=C(C=C1)P(O)(=O)C 4-((2S,4R)-1-((5-Methoxy-7-methyl-1H-indol-4-yl)methyl)-4-methylpiperidin-2-yl)phenyl-(methyl)phosphinic Acid